tert-butyl 6-{[2-(4-chlorophenyl) imidazo[1,2-a]pyridin-3-yl] methyl}-2,6-diazabicyclo[3.2.2]nonane-2-carboxylate ClC1=CC=C(C=C1)C=1N=C2N(C=CC=C2)C1CN1C2CCN(C(C1)CC2)C(=O)OC(C)(C)C